CC1=CC=C(C=C1)S(=O)(=O)OC1CCC2(CC(C2)(C)O)CC1 2-hydroxy-2-methylspiro[3.5]nonan-7-yl 4-methylbenzenesulfonate